FC1=CC=C(C=C1)C=1N=C2SCCN2C1C1=CC=NC=C1 6-(4-fluorophenyl)-5-pyridin-4-yl-2,3-dihydroimidazo[2,1-b][1,3]thiazole